methyl 2-(5,5-dimethyl-1,3,2-dioxaborinan-2-yl)-5-[[4-(1-ethylpropylamino)-5-methyl pyrimidin-2-yl]amino]-3-methyl-benzoate CC1(COB(OC1)C1=C(C(=O)OC)C=C(C=C1C)NC1=NC=C(C(=N1)NC(CC)CC)C)C